(((8-bromo-6-cyclopropyl-imidazo[1,2-a]pyridin-2-yl)methyl)(4-methoxybenzyl)amino)-7-((1S*,2S*)-2-(4-methyl-pyrimidin-2-yl)cyclopropyl)pyrido[2,3-d]pyrimidin-5-ol BrC=1C=2N(C=C(C1)C1CC1)C=C(N2)CN(CC2=CC=C(C=C2)OC)C=2N=CC1=C(N2)N=C(C=C1O)[C@@H]1[C@H](C1)C1=NC=CC(=N1)C |o1:35,36|